1,1-di(2-chloro-4-methylphenyl)-3-[(oxan-2-yl)oxy]propan-2-one ClC1=C(C=CC(=C1)C)C(C(COC1OCCCC1)=O)C1=C(C=C(C=C1)C)Cl